CC1=CN=C(O1)CC=1N(C2=C(C=NC=3C=CC(=CC23)C#N)N1)[C@H]1CN(CC1)C 2-[(5-methyl-1,3-oxazol-2-yl)methyl]-1-[(3R)-1-methylpyrrolidin-3-yl]-1H-imidazo[4,5-c]quinoline-8-carbonitrile